ClC1=C2C(CC(OC2=CC=C1)(C(=O)OCC)O)=O ethyl 5-chloro-2-hydroxy-4-oxochromane-2-carboxylate